COC1=CC=C2CCCC(C2=C1)=CC#N 7-methoxy-3,4-dihydro-2H-naphth-1-ylideneacetonitrile